O=C1C2=C(N=C(N1)C1C(CC1)N1C(COCC1)=O)N(N=C2C#N)C(C)C=2C=NC(=CC2)C(F)(F)F 4-Oxo-6-(2-(3-oxomorpholino)cyclobutyl)-1-(1-(6-(trifluoromethyl)pyridin-3-yl)ethyl)-4,5-dihydro-1H-pyrazolo[3,4-d]pyrimidin-3-carbonitril